ClC1=NC2=C(N1C)C=CC(=C2)OC2=CC=CC=C2 2-chloro-1-methyl-5-phenoxy-1H-benzo[d]imidazole